3-[(1R)-1-({3-chloro-6-[2-(dimethylphosphoryl)pyrimidin-5-yl]-2-methyl-1,5-naphthyridin-4-yl}amino)ethyl]-4-fluorobenzonitrile ClC=1C(=NC2=CC=C(N=C2C1N[C@H](C)C=1C=C(C#N)C=CC1F)C=1C=NC(=NC1)P(=O)(C)C)C